C(CCCCCCC)N(CCCCCCCC)C=1C=C(C=CC1OC)C(C(=O)N)CCC [3-(N,N-dioctylamino)-4-methoxyphenyl]pentanamide